(S)-3-(benzyloxy)-2-(1H-pyrazolo[3,4-b]pyridin-1-yl)propane-1-thiol C(C1=CC=CC=C1)OC[C@@H](CS)N1N=CC=2C1=NC=CC2